[C@@H]1(C(CCCC1)N)N (R)-1,2-cyclohexanediamine